(2-methacryloyloxyethyl)-2-ethyloxetane C(C(=C)C)(=O)OCCC1(OCC1)CC